ClC1=CC=C(C=C1)C1=NN(C(C1)C=1C=C2N=CC=NC2=CC1)C(CC1C(NC(S1)=O)=O)=O 5-(2-(3-(4-Chlorophenyl)-5-(quinoxalin-6-yl)-4,5-dihydro-1H-pyrazol-1-yl)-2-oxoethyl)thiazolidine-2,4-dione